tert-Butyl (2-(2-(2-((2-(2,6-dioxopiperidin-3-yl)-1,3-dioxoisoindolin-4-yl)oxy)ethoxy)ethoxy)ethyl)carbamate O=C1NC(CCC1N1C(C2=CC=CC(=C2C1=O)OCCOCCOCCNC(OC(C)(C)C)=O)=O)=O